N=1NN=NC1C=1C=CC=C(C(=O)N)C1 5-(2H-tetrazol-5-yl)benzamide